O(CC*)* Oxyethylene